NC1CCN(CC1)C(CCCOC1=CC=C(C=C1)C1C(NC(CC1)=O)=O)=O 3-(4-(4-(4-aminopiperidin-1-yl)-4-oxobutoxy)phenyl)piperidine-2,6-dione